BrC=1C=CC(=NC1)C(C)N1N=NC(=C1)C1=NC(=CN=C1)N1CCCC1 2-(1-(1-(5-bromopyridin-2-yl)ethyl)-1H-1,2,3-triazol-4-yl)-6-(pyrrolidin-1-yl)pyrazine